(trimethylsilyl)boron METHANE-PHOSPHONATE CP([O-])(=O)[O-].C[Si](C)(C)[B+2]